acrylic acid dicyclopentyloxyethyl ester C1(CCCC1)OC(COC(C=C)=O)OC1CCCC1